ClC=1C=C(C(=O)N2CC=3C(=NN4C3C(N(C[C@H]4C)C(C)C4=CC=C(C=C4)S(=O)(=O)N)=O)C[C@H]2C)C=CC1Cl 4-(1-((3R,7R)-2-(3,4-Dichlorobenzoyl)-3,7-dimethyl-10-oxo-1,2,3,4,7,8-hexahydropyrido[4',3':3,4]pyrazolo[1,5-a]pyrazin-9(10H)-yl)ethyl)benzenesulfonamide